ClC1=C(C=CC2=C1C(=NCC(N2)=O)C2=C(C=CC(=C2)O)F)C 6-chloro-5-(2-fluoro-5-hydroxy-phenyl)-7-methyl-1,3-dihydro-1,4-benzodiazepine-2-One